N-(1-methyl-3-(4'-(2-oxo-2-(pyrrolidin-1-yl)ethoxy)-4,5,5',6'-tetrahydro-2H-spiro[furan-3,8'-pyrano[3,4-b]pyridin]-2'-yl)-1H-pyrrolo[2,3-c]pyridin-5-yl)acetamide CN1C=C(C=2C1=CN=C(C2)NC(C)=O)C2=CC(=C1C(=N2)C2(OCC1)COCC2)OCC(N2CCCC2)=O